(R)-(8-chloro-4-((1-(3-(difluoromethyl)-2-fluorophenyl)ethyl)amino)-7-(ethylaminyl)-2-methylquinazolin-6-yl)dimethylphosphine oxide ClC=1C(=C(C=C2C(=NC(=NC12)C)N[C@H](C)C1=C(C(=CC=C1)C(F)F)F)P(C)(C)=O)NCC